CN(C1=CC=C(C(=O)OCCC(C)C)C=C1)C Isoamyl 4-(Dimethylamino)benzoate